3-benzyl-5,5-dimethylhydantoin C(C1=CC=CC=C1)N1C(NC(C1=O)(C)C)=O